(2R,2'R)-1,1'-bis(pyridin-2-ylmethyl)-2,2'-bipyrrolidine N1=C(C=CC=C1)CN1[C@H](CCC1)[C@@H]1N(CCC1)CC1=NC=CC=C1